C1(=CC=CC=C1)[C@@H]1C[C@H](N(C1)S(=O)(=O)N1CCC(CC1)C(=O)OCC)C1=NC(=NO1)CCCC1=CC=CC=C1 ethyl 1-(((2S,4S)-4-phenyl-2-(3-(3-phenyl propyl)-1,2,4-oxadiazole-5-yl)pyrrolidin-1-yl)sulfonyl)piperidin-4-carboxylate